5,7-DIFLUOROINDOLE-3-CARBOXALDEHYDE FC=1C=C2C(=CNC2=C(C1)F)C=O